1-(tert-butyl) 5-ethyl (Z)-2-((diphenylmethylene)amino)-3-methylpent-2-enedioate C1(=CC=CC=C1)C(C1=CC=CC=C1)=N\C(\C(=O)OC(C)(C)C)=C(/CC(=O)OCC)\C